C(CCC)[C@@H]1N[C@@H](C2=CC=C(C=C2C1)F)C1=CC=C(C=C1)NC12CC3CC(CC(C1)C3)C2 N-{4-[(1R,3S)-3-butyl-6-fluoro-1,2,3,4-tetrahydroisoquinolin-1-yl]phenyl}adamantan-1-amine